S1C=C(C=C1)CCCN1C[C@@H](C([C@@H](C1)O)O)O (3S,4r,5R)-1-(3-(thien-3-yl)propyl)piperidine-3,4,5-triol